4-(Prop-2-yn-1-yloxy)aniline C(C#C)OC1=CC=C(N)C=C1